ClC1=CC(=C(C(=C1)F)NC=1N(C2=NC(=NC=C2N1)N[C@@H]1[C@@H](CCCC1)O)C1CCC(CC1)C(=O)N)F (1R,4s)-4-(8-(4-chloro-2,6-difluorophenylamino)-2-((1S,2R)-2-hydroxycyclohexylamino)-9H-purin-9-yl)cyclohexanecarboxamide